N-{(2S,3R,4S)-2-[(2,2'-difluoro-3'-methyl[1,1'-biphenyl]-3-yl)methyl]-4-fluoro-1-[(2R)-oxolane-2-carbonyl]pyrrolidin-3-yl}ethanesulfonamide FC1=C(C=CC=C1C[C@@H]1N(C[C@@H]([C@@H]1NS(=O)(=O)CC)F)C(=O)[C@@H]1OCCC1)C1=C(C(=CC=C1)C)F